C(C)OC(C=1C=NC(=NC1)CC(=O)OC(C)(C)C)OCC tert-butyl 2-(5-(diethoxymethyl)pyrimidin-2-yl)acetate